N1(CCNCC1)C(=O)C1=CC=C(C=C1)C=1C=NC=C(C(=O)NC2=C(C=CC=C2)C)C1 5-(4-(piperazine-1-carbonyl)phenyl)-N-(o-methylphenyl)nicotinamide